C[Si](OCC)(C)CCCNCCC[Si](C)(C)OCC Bis-(dimethylethoxysilylpropyl)amin